C[C@]1(C=C[C@@H](CC1)C(=C)C)O (1S,4R)-1-methyl-4-(prop-1-en-2-yl)cyclohex-2-en-1-ol